(7S)-3-[2-(4-Hydroxypiperidin-1-yl)ethyl]-7-methyl-2-[2-(1H-pyrazol-1-yl)ethyl]-3H,6H,7H,8H,9H-imidazo[4,5-f]chinolin OC1CCN(CC1)CCN1C(=NC2=C3CC[C@@H](NC3=CC=C21)C)CCN2N=CC=C2